Trans-2-nonanal CC(CCCCCCC)=O